2-((3-(difluoromethyl)-1-methyl-1H-pyrazol-5-yl)oxy)-1-phenylethan-1-one-O-butyloxime C(CCC)ON=C(COC1=CC(=NN1C)C(F)F)C1=CC=CC=C1